2-(2-((5-(tert-butyl)-4-oxo-5,6-dihydropyrrolo[3,4-c]pyrazol-2(4H)-yl)methyl)-3-fluoroallyl)isoindoline-1,3-dione C(C)(C)(C)N1CC2=NN(C=C2C1=O)CC(CN1C(C2=CC=CC=C2C1=O)=O)=CF